7-(2,6-dimethoxyphenyl)-2,3,4,5-tetrahydroazepine-1-carbaldehyde COC1=C(C(=CC=C1)OC)C1=CCCCCN1C=O